4-(4H-1,2,4-triazole-3-yl)piperidine-1-carboxylic acid tert-butyl ester C(C)(C)(C)OC(=O)N1CCC(CC1)C1=NN=CN1